OC1=C(C(=O)OCC)C=CC(=C1)NC(CSC=1SC(=NN1)C)=O Ethyl 2-hydroxy-4-(2-((5-methyl-1,3,4-thiadiazol-2-yl)thio)acetamido)benzoate